C(C=C)(=O)C(CC)O acryloylpropanol